O=C(CC#N)[C@@H]1CC[C@H](CC1)C(F)(F)F 3-oxo-3-[trans-4-(trifluoromethyl)cyclohexyl]propionitrile